C(C)OC(=O)N1CCN(CCC1)C1CCC2(C(NC3=CC=C(C=C23)OC)=O)CC1 4-(5'-methoxy-2'-oxo-1',2'-dihydrospiro[cyclohexane-1,3'-indol]-4-yl)-1,4-diazepan-1-carboxylic acid ethyl ester